C(CCCCCCCCCCC)(=O)N[C@@H](CCCCNN=C=S)C(=O)[O-].[Na+] Sodium Nα-lauroyl-Nε-isothiocyanato-L-Lysinate